C(C)OC(=O)[C@H]1N(C[C@@H]1C)[S@@](=O)C(C)(C)C (2S,3S)-1-((S)-tert-butylsulfinyl)-3-methylazetidine-2-carboxylic acid ethyl ester